N-[2-amino-5-(4-methyl-6-oxo-1,4,5,6-tetrahydropyridazin-3-yl)phenyl]-1-(4-methoxyphenyl)cyclopropane-1-carboxamide NC1=C(C=C(C=C1)C1=NNC(CC1C)=O)NC(=O)C1(CC1)C1=CC=C(C=C1)OC